[I-].C1(CCCCC1)C(=O)OC(C)[N+]1(CCC=C(C1)C1=NSN=C1OCCCCCC)C 1-(1-((Cyclohexanecarbonyl)oxy)ethyl)-5-(4-(hexyloxy)-1,2,5-thiadiazol-3-yl)-1-methyl-1,2,3,6-tetrahydropyridin-1-ium iodide